COCN1C=C([C@H]2[C@H](O)[C@H](O)[C@@H](CO)O2)C(NC1=O)=O N1-methoxymethyl-pseudouridine